NC1=CC=C2C(=N1)CC[C@H]2NC([C@H](C)NC(=O)[C@@H]2NC[C@@H](C2)C2=CC=CC=C2)=O (2R,4S)-N-((S)-1-(((R)-2-amino-6,7-dihydro-5H-cyclopenta[b]pyridin-5-yl)amino)-1-oxopropan-2-yl)-4-phenylpyrrolidine-2-carboxamide